2-((S)-1-Acryloyl-4-((R)-7-((S)-3-methylindolin-1-yl)-2-(2-morpholinoethoxy)-5,6,7,8-tetrahydroquinazolin-4-yl)piperazin-2-yl)acetonitrile C(C=C)(=O)N1[C@H](CN(CC1)C1=NC(=NC=2C[C@@H](CCC12)N1C[C@H](C2=CC=CC=C12)C)OCCN1CCOCC1)CC#N